1-hydroxyethane benzenesulfonate C1(=CC=CC=C1)S(=O)(=O)O.OCC